(S)-2-methyl-3-oxo-pyrrolidin C[C@@H]1NCCC1=O